OC1=C(C=C(CNC(=S)N[C@@H](CC)C2=CC=CC=C2)C=C1)OC (S)-1-(4-hydroxy-3-methoxybenzyl)-3-(1-phenylpropyl)thiourea